hexahydro-2,6-dimethyl-N-[4-methyl-3-(4-methyl-2-oxazolyl)phenyl]-1H-azepine-1-carboxamide CC1N(CC(CCC1)C)C(=O)NC1=CC(=C(C=C1)C)C=1OC=C(N1)C